4-(2-((3-ethynylphenyl)amino)ethyl)phenol C(#C)C=1C=C(C=CC1)NCCC1=CC=C(C=C1)O